C(CCCCCN(C1=NC(=NC(=N1)N(CCCC)C1CC(NC(C1)(C)C)(C)C)N(CCCC)C1CC(NC(C1)(C)C)(C)C)C1CC(NC(C1)(C)C)(C)C)N(C1=NC(=NC(=N1)N(C1CC(NC(C1)(C)C)(C)C)CCCC)N(C1CC(NC(C1)(C)C)(C)C)CCCC)C1CC(NC(C1)(C)C)(C)C N6,N6'-hexane-1,6-diylbis[N2,N4-dibutyl-N2,N4,N6-tris(2,2,6,6-tetramethylpiperidin-4-yl)-1,3,5-triazine-2,4,6-tri-amine]